C1N(CC12CCOCC2)C2=NC=C1C(=N2)NN=C1C=1C=C(C(=C(C1)O)F)C(F)(F)F 5-(6-(7-Oxa-2-azaspiro[3.5]nonan-2-yl)-1H-pyrazolo[3,4-d]pyrimidin-3-yl)-2-fluoro-3-(trifluoromethyl)phenol